bis(3,5-di-tert-butylphenyl)aniline C(C)(C)(C)C=1C=C(C=C(C1)C(C)(C)C)N(C1=CC=CC=C1)C1=CC(=CC(=C1)C(C)(C)C)C(C)(C)C